C(OC1=NC(=NC=C1)N)([2H])([2H])[2H] 4-(methoxy-d3)pyrimidin-2-amine